5-amino-3,3-dimethyl-1-[2-(4-methylpiperazin-1-yl)-2-oxo-ethyl]indolin-2-one NC=1C=C2C(C(N(C2=CC1)CC(=O)N1CCN(CC1)C)=O)(C)C